(1S,3S,4S)-N-[(1R)-1-cyano-2-[(3R)-2-oxopyrrolidin-3-yl]ethyl]-2-[(2S)-3-cyclobutyl-2-[(2,2,2-trifluoroacetyl)amino]propanoyl]-5,5-difluoro-2-azabicyclo[2.2.2]octane-3-carboxamide C(#N)[C@@H](C[C@@H]1C(NCC1)=O)NC(=O)[C@H]1N([C@@H]2CC([C@H]1CC2)(F)F)C([C@H](CC2CCC2)NC(C(F)(F)F)=O)=O